(4,4-Difluorocyclohexyl)methanesulfonic acid methyl ester COS(=O)(=O)CC1CCC(CC1)(F)F